C1(CC1)C#C[C@@]1(N(C(N(C2=CC(=CC=C12)COCC1=CC=C(C=C1)OC)CC1=CC=C(C=C1)OC)=O)C)C(F)(F)F (S)-4-(cyclopropylethynyl)-1-(4-methoxybenzyl)-7-(((4-methoxybenzyl)oxy)methyl)-3-methyl-4-(trifluoromethyl)-3,4-dihydroquinazolin-2(1H)-one